O=C(CNC(C1=CC(=CC=C1)C(F)(F)F)=O)N1CC2(CC1)CN(CC2)C2CCC(CC2)(C2=CC=C(C=C2)C2=NC=CC=N2)O N-(2-oxo-2-{7-[(4r)-4-hydroxy-4-[4-(pyrimidin-2-yl)phenyl]cyclohexyl]-2,7-diazaspiro[4.4]nonan-2-yl}ethyl)-3-(trifluoromethyl)benzamide